2-((5-(3-(aminomethyl)phenyl)-1-isopropyl-1H-indazol-3-yl)methoxy)benzoic acid NCC=1C=C(C=CC1)C=1C=C2C(=NN(C2=CC1)C(C)C)COC1=C(C(=O)O)C=CC=C1